5-(2-fluorobenzyl)-N-(6-(5-((tetrahydro-2H-pyran-4-yl)methoxy)-2-(trifluoromethyl)phenyl)pyrimidin-4-yl)-4H-1,2,4-triazole-3-carboxamide FC1=C(CC=2NC(=NN2)C(=O)NC2=NC=NC(=C2)C2=C(C=CC(=C2)OCC2CCOCC2)C(F)(F)F)C=CC=C1